methyl-1-(propan-2-yl)-1H-benzimidazol CC1=NC2=C(N1C(C)C)C=CC=C2